(S)-2-(tert-butyldimethylsilyloxy)-4-((s)-1-(3-chloro-5-fluoro-2-((4-methoxyphenoxy)methyl)phenyl)ethylamino)butanoic acid [Si](C)(C)(C(C)(C)C)O[C@H](C(=O)O)CCN[C@@H](C)C1=C(C(=CC(=C1)F)Cl)COC1=CC=C(C=C1)OC